C(OC(CCCC(N1C(SCC1)=S)=O)CCCCCC1C(CCC(C1)C(C)C)C)([O-])=O 5-Isopropyl-2-methylcyclohexyl(1-oxo-1-(2-thioxothiazolidin-3-yl)decan-5-yl) carbonate